N-(1-(methylsulfonyl)piperidin-4-yl)-8-(2,6-diazaspiro[3.4]octan-2-yl)quinazolin-2-amine CS(=O)(=O)N1CCC(CC1)NC1=NC2=C(C=CC=C2C=N1)N1CC2(C1)CNCC2